C(=O)(OCC1C2=CC=CC=C2C2=CC=CC=C12)NC[C@@H](O)C(=O)O |r| Fmoc-DL-isoserine